Cl.CN(C)C[C@H]1CNCC[C@]1(C1=CC=CC=C1C(=O)O)C1=CC(=CC=C1)OC (3R,4R)-3-((dimethylamino)methyl)-4-(3-methoxyphenyl)piperidine-4-benzoic acid hydrochloride